1,2,3-trisMethylpropylene CC=C(CC)C